CN1[C@H]2COC[C@@H]1CC(C2)OC2=CC=C(C=C2)NC2=NC=CC(=N2)NC=2C=NC1=CC(=CC=C1C2)OC 2-(p-{(1R,5S,7r)-9-methyl-3-oxa-9-azabicyclo[3.3.1]non-7-yloxy}phenylamino)-4-(7-methoxy-3-quinolylamino)pyrimidine